IC1=CC=C(NCC=2N=NN(C2)CC2=CC=C(C=C2)NC(=O)C(C(=O)OCC)CC(C)C)C=C1 Ethyl 2-[[4-[[4-[(4-iodoanilino)methyl]triazol-1-yl]methyl]phenyl]carbamoyl]-4-methyl-pentanoate